N1CC(C1)N(C(OCC1=CC=CC=C1)=O)C benzyl N-(azetidin-3-yl)-N-methyl-carbamate